BrC=1C=CC(=C2C=C(N=NC12)CC)N1CCN(CC1)C(=O)OC(C)(C)C tert-butyl 4-(8-bromo-3-ethylcinnolin-5-yl)piperazine-1-carboxylate